O=C[C@H](O)[C@@H](O)[C@@H](O)CO L-Arabinoose